phenyl-4-tetrahydropyranmethanol C1(=CC=CC=C1)C1OCCC(C1)CO